N1N=NN=C1C1=CC=C(C=C1)C1CN(CCC1CC1=C2C=CNC2=C(C=C1C)C)C 4-((3-(4-(1H-tetrazol-5-yl)phenyl)-1-methylpiperidin-4-yl)methyl)-5,7-dimethyl-1H-indole